(3S,4R)-3-Ethyl-4-(3-(2-(4-isobutylphenyl)propionyl)-3H-imidazo[1,2-a]pyrrolo[2,3-e]pyrazin-8-yl)-N-(2,2,2-trifluoroethyl)pyrrolidine-1-carboxamide C(C)[C@@H]1CN(C[C@@H]1C1=CN=C2N1C1=C(N=C2)N(C=C1)C(C(C)C1=CC=C(C=C1)CC(C)C)=O)C(=O)NCC(F)(F)F